p-[7-(trifluoromethylsulfonyl)-1H-indazol-4-yloxy]benzonitrile FC(S(=O)(=O)C=1C=CC(=C2C=NNC12)OC1=CC=C(C#N)C=C1)(F)F